F[C@@H]1[C@H](C1)C(=O)NC1=C(C=C(C=N1)C#CC=1C=C(C(=O)NC2=CC(=C(C=C2)CN2CCN(CC2)C)C(F)(F)F)C=CC1C)C 3-((6-((1R,2S)-2-fluorocyclopropane-1-carboxamido)-5-methylpyridin-3-yl)ethynyl)-4-methyl-N-(4-((4-methylpiperazin-1-yl)methyl)-3-(trifluoromethyl)phenyl)benzamide